Bis(2,5-dioxopyrrolidin-1-yl) (((9H-fluoren-9-yl)methoxy)carbonyl)-D-glutamate C1=CC=CC=2C3=CC=CC=C3C(C12)COC(=O)N[C@H](CCC(=O)ON1C(CCC1=O)=O)C(=O)ON1C(CCC1=O)=O